N1(C=NC=C1)C1=C2C(=NC=C1)N(N=C2C2CN(C2)C(=O)OC(C)(C)C)C2=CC=C(C=C2)OC(F)(F)F tert-butyl 3-(4-(1H-imidazol-1-yl)-1-(4-(trifluoromethoxy)phenyl)-1H-pyrazolo[3,4-b]pyridin-3-yl)azetidine-1-carboxylate